COC(=O)C1=CC2=C(C(NC3=C(S2)C=CC(=C3)C(=O)O)=O)C=C1 3-(methoxycarbonyl)-11-oxo-10,11-dihydrodibenzo[b,f][1,4]thiazepine-8-carboxylic acid